2-(2-amino-6-((3-fluorophenyl)amino)-9H-purin-9-yl)-N-(1-ethyl-3-methyl-1H-pyrazol-5-yl)acetamide NC1=NC(=C2N=CN(C2=N1)CC(=O)NC1=CC(=NN1CC)C)NC1=CC(=CC=C1)F